BrC=1C(N(C=2C=CC(=NC2C1N1CCC(CC1)OC1=CC=C(C=C1)OC(F)(F)F)C#N)C)=O 7-Bromo-5-methyl-6-oxo-8-(4-(4-(trifluoromethoxy)phenoxy)piperidin-1-yl)-5,6-dihydro-1,5-naphthyridin-2-carbonitril